FC=1C=C(C=CC1OC=1OC2=C(N1)C=CC(=C2)F)S(=O)(=O)N2[C@H]([C@@H]1CC[C@H](C2)N1C(=O)OCCOC)C(NO)=O 2-methoxyethyl (1S,2R,5R)-3-((3-fluoro-4-((6-fluorobenzo[d]oxazol-2-yl)oxy)phenyl)sulfonyl)-2-(hydroxycarbamoyl)-3,8-diazabicyclo[3.2.1]octane-8-carboxylate